C(=O)=C(CNC(C1=CC=C(C=C1)C(C)(C)C)=O)C N-(2-carbonylpropyl)-4-tert-butylbenzamide